2-(4-(7H-pyrrolo[2,3-d]pyrimidin-4-yl)piperazin-1-yl)-N-(4-(N-butylsulfamoyl)phenyl)acetamide N1=CN=C(C2=C1NC=C2)N2CCN(CC2)CC(=O)NC2=CC=C(C=C2)S(NCCCC)(=O)=O